C(C)(C)(C)NC(=O)N1CC2(CCN3N=C(C=C32)C=3C=C2C(=NC3)NC=C2Cl)C1 N-tert-butyl-2'-(3-chloro-1H-pyrrolo[2,3-b]pyridin-5-yl)-5',6'-dihydrospiro[azetidine-3,4'-pyrrolo[1,2-b]pyrazole]-1-carboxamide